1-cyclopentyl-5-(4-fluoro-2-(trifluoromethyl)phenyl)-1H-pyrazol C1(CCCC1)N1N=CC=C1C1=C(C=C(C=C1)F)C(F)(F)F